tert-butyl 3-(6-chloro-8-fluoro-7-(8-fluoro-3-(methoxymethoxy)naphthalen-1-yl)-5-methoxy-2-(methylsulfonyl)quinazolin-4-yl)-3,8-diazabicyclo[3.2.1]octane-8-carboxylate ClC=1C(=C2C(=NC(=NC2=C(C1C1=CC(=CC2=CC=CC(=C12)F)OCOC)F)S(=O)(=O)C)N1CC2CCC(C1)N2C(=O)OC(C)(C)C)OC